C1(CC1)C1=CC(=C(C=C1)CN)F (4-cyclopropyl-2-fluorophenyl)methanamine